COC1=C(C=CC(=C1)C=1N(C=CN1)C)NC=1N=CC2=C(N1)C(=NC(=C2)C)N2CCC(CC2)(C)OC N-(2-methoxy-4-(1-methyl-1H-imidazol-2-yl)phenyl)-8-(4-methoxy-4-methylpiperidin-1-yl)-6-methylpyrido[3,4-d]pyrimidin-2-amine